C1NCCC=2NC=3C=CC=CC3C21 1,3,4,5-tetrahydro-2h-pyrido[4,3-b]indole